4-[5-(aminomethyl)pyrimidin-2-yl]-3-(6-pyrrolidin-1-ylpyridazin-4-yl)oxybenzonitrile NCC=1C=NC(=NC1)C1=C(C=C(C#N)C=C1)OC1=CN=NC(=C1)N1CCCC1